ClC=1N=C(N(C1C1=CC=CC=C1)CC(C)(O)C)COCC 1-[4-chloro-2-(ethoxymethyl)-5-phenyl-1H-imidazol-1-yl]-2-methylpropan-2-ol